(S)-butadiene C=CC=C